N-(benzo[d]thiazol-5-yl)pyrrolidine-3-carboxamide S1C=NC2=C1C=CC(=C2)NC(=O)C2CNCC2